Butyl-diphenyl-Methane C(CCC)C(C1=CC=CC=C1)C1=CC=CC=C1